1-[2-[3-[4-fluoro-2-(2-methoxyethoxy)phenyl]-6-(1-methylpyrazol-4-yl)-2-pyridyl]-6,7-dihydro-4H-pyrazolo[1,5-a]pyrazin-5-yl]prop-2-en-1-one FC1=CC(=C(C=C1)C=1C(=NC(=CC1)C=1C=NN(C1)C)C1=NN2C(CN(CC2)C(C=C)=O)=C1)OCCOC